NC[C@@H]1CC[C@H](CC1)C(=O)OC1=C(C(=O)[O-])C=C(C=C1)O 2-(trans-4-aminomethylcyclohexylcarbonyloxy)-5-hydroxybenzoate